FC1=C(C(=CC(=C1)F)OCCOC)C=1C2=C(C(=NC1C1=NN3C([C@H](N(CC3)C(=O)OC(C)(C)C)C)=C1)O)C=CS2 tert-butyl (R)-2-((S)-7-(2,4-difluoro-6-(2-methoxyethoxy)phenyl)-4-hydroxythieno[3,2-c]pyridin-6-yl)-4-methyl-6,7-dihydropyrazolo[1,5-a]pyrazine-5(4H)-carboxylate